5'-((3,5-dicarboxylatophenyl)ethynyl)-1,1':3',1''-terphenyl C(=O)([O-])C=1C=C(C=C(C1)C(=O)[O-])C#CC=1C=C(C=C(C1)C1=CC=CC=C1)C1=CC=CC=C1